ClC1=CC=C(C(=O)N(C)[C@H](CN2C[C@@H]([C@H](C2)O)O)C(C)C)C=C1 4-Chloro-N-((S)-1-((3S,4S)-3,4-dihydroxypyrrolidin-1-yl)-3-methylbutan-2-yl)-N-methylbenzamide